1-(2,2-dimethylpropanoyloxy)ethyl 5-[[4-[[3-[1-(2,2-dimethylpropanoyloxy)ethoxycarbonyl]-4-hydroxy-phenyl]carbamoyl]-2,5-dihydroxy-benzoyl]amino]-2-hydroxybenzoate CC(C(=O)OC(C)OC(=O)C=1C=C(C=CC1O)NC(=O)C1=CC(=C(C(=O)NC=2C=CC(=C(C(=O)OC(C)OC(C(C)(C)C)=O)C2)O)C=C1O)O)(C)C